C[C@H]1C[C@]2([C@H]([C@H]1O)[C@@H]3[C@](O3)(CC[C@H]4[C@H](C4(C)C)/C=C(/C2=O)\\CO)C)OC(=O)/C=C/C5=CC=CC=C5 The molecule is a lathyrane diterpenoid isolated from the roots of Euphorbia micractina. It is an epoxide, a lathyrane diterpenoid and a cinnamate ester.